N-[4-fluoro-5-[[(2s,4s)-2-methyl-4-[(5-methyl-1,3,4-oxadiazol-2-yl)methoxy]-1-piperidinyl]methyl]thiazol-2-yl]acetamide FC=1N=C(SC1CN1[C@H](C[C@H](CC1)OCC=1OC(=NN1)C)C)NC(C)=O